1,2-bis(dimethylsiloxy)cyclohexane C[SiH](OC1C(CCCC1)O[SiH](C)C)C